(rac)-[3-(2-tetrahydropyran-4-yl-3H-imidazo[4,5-b]pyridin-7-yl)pyrrolidin-1-yl]-[4-(trifluoromethoxy)phenyl]methanone O1CCC(CC1)C1=NC=2C(=NC=CC2[C@@H]2CN(CC2)C(=O)C2=CC=C(C=C2)OC(F)(F)F)N1 |r|